N[C@H]1[C@@H](CCC1)OCC1=C(C2=C(N(N=N2)C)C=C1)N ([(1R,2R)-2-aminocyclopentyl]oxymethyl)-1-methyl-1,2,3-benzotriazol-4-amine